ClC1=C(C=C2C=C(N=CC2=C1)NC(=O)[C@H]1[C@@H]([C@@H]1C=1C=NN(C1)C)CC)N1CC[NH+](CC1)[C@]1(COCC1)C (1S,2R,3S)-N-[7-chloro-6-[4-((R)-3-methyltetrahydrofuran-3-yl)piperazin-4-ium-1-yl]-3-isoquinolyl]-2-ethyl-3-(1-methylpyrazol-4-yl)cyclopropanecarboxamide